1'-(6-chloropyrido[2,3-b]pyrazin-2-yl)-3-methoxy-5,7-dihydrospiro[cyclopenta[b]pyridine-6,4'-piperidine]-5-amine ClC=1C=CC=2C(=NC=C(N2)N2CCC3(CC2)C(C=2C(=NC=C(C2)OC)C3)N)N1